BrC1=NC(=CC=C1)COCC1=CC(=C(C(=C1)[N+](=O)[O-])OC)C1=NN(C=N1)C 2-Bromo-6-(((4-methoxy-3-(1-methyl-1H-1,2,4-triazol-3-yl)-5-nitrobenzyl)oxy)methyl)pyridine